(S)-N-(2,3-difluoro-4-(3-(2-(piperidin-3-ylamino)pyrimidin-4-yl)pyridin-2-yloxy)phenyl)-1-(3,3-difluorocyclobutyl)methanesulfonamide FC1=C(C=CC(=C1F)OC1=NC=CC=C1C1=NC(=NC=C1)N[C@@H]1CNCCC1)NS(=O)(=O)CC1CC(C1)(F)F